N-((8-chloroquinoxalin-6-yl)methyl)-5-methyl-4-(piperazin-1-yl)pyridin-3-amine ClC=1C=C(C=C2N=CC=NC12)CNC=1C=NC=C(C1N1CCNCC1)C